tert-butyl (6-(3,4-dimethyl-1H-pyrazol-1-yl)-2-fluoro-3-methoxybenzyl)carbamate CC1=NN(C=C1C)C1=CC=C(C(=C1CNC(OC(C)(C)C)=O)F)OC